O[C@H]1CNCC[C@@H]1CNC1=NC=2N(C(=C1)NCC1=CC=C(C=C1)C1=NC=CC=C1)N=CC2C#N 5-((((3R,4R)-3-hydroxypiperidin-4-yl)methyl)amino)-7-((4-(pyridin-2-yl)benzyl)amino)pyrazolo[1,5-a]pyrimidine-3-carbonitrile